OC(COC=1C=C(C=2N(C1)N=CC2C#N)C=2C=NC(=CC2)N2CC1N(C(C2)C1)CC=1C=NC(=CC1)OC)(C)C 6-(2-hydroxy-2-methylpropoxy)-4-(6-(6-((6-methoxypyridin-3-yl)methyl)-3,6-diazabicyclo[3.1.1]hept-3-yl)pyridin-3-yl)pyrazolo[1,5-a]pyridine-3-carbonitrile